6-fluoro-4-hydroxy-8-(methylamino)-N-(2-methylpyrimidin-5-yl)-9H-pyrimido[4,5-b]indol-2-amide FC=1C=C2C3=C(NC2=C(C1)NC)N=C(N=C3O)C(=O)NC=3C=NC(=NC3)C